1-(benzo[d][1,3]dioxol-5-yl)-4-chlorobutan-1-one O1COC2=C1C=CC(=C2)C(CCCCl)=O